OC(CC(=O)SCCNC(CCNC([C@@H](C(COP(OP(OC[C@@H]1[C@H]([C@H]([C@@H](O1)N1C=NC=2C(N)=NC=NC12)O)OP(=O)(O)O)(=O)O)(=O)O)(C)C)O)=O)=O)CCC 3-hydroxy-hexanoyl-CoA